2-(diisopropylamino)vinylamine C(C)(C)N(C=CN)C(C)C